tri(isopropyl)phosphite C(C)(C)OP(OC(C)C)OC(C)C